CN1CCC(CC1)C(=O)NC=1C=C2C(=NC1)NC=C2C2=CC=1N(C=C2)N=CC1C(=O)N1CCOCC1 1-methyl-N-(3-(3-(morpholine-4-carbonyl)pyrazolo[1,5-a]pyridin-5-yl)-1H-pyrrolo[2,3-b]pyridin-5-yl)piperidine-4-carboxamide